C(#N)C=1C2=C(SC1NC(OC(C)(C)C)=O)C=CC(=C2C=2C1=C(C=3C(=NC(=NC3C2F)S(=O)(=O)CC)N[C@H]2C(N(CCC2)C)=O)COC1)F tert-Butyl (3-cyano-4-(3-(ethylsulfonyl)-5-fluoro-1-(((R)-1-methyl-2-oxopiperidin-3-yl)amino)-7,9-dihydrofuro[3,4-f]quinazolin-6-yl)-5-fluorobenzo[b]thiophen-2-yl)carbamate